FC(C(=O)O)(F)F.COC=1C=C(C=NC1)C1=NC(=NC=C1)C1=NC2=C(N1)C=CC=C2 2-[4-(5-Methoxypyridin-3-yl)pyrimidin-2-yl]-1H-benzimidazole Trifluoroacetate Salt